ClC1=NC=C(C=C1CC(=O)O)F (2-chloro-5-fluoropyridin-3-yl)acetic acid